O=C1NC(CCC1N1C(C2=CC=CC(=C2C1)OCC1=CC=C(CN2CCC(CC2)C(=O)OC)C=C1)=O)=O methyl 1-(4-(((2-(2,6-dioxopiperidin-3-yl)-1-oxoisoindolin-4-yl)oxy)methyl)benzyl)piperidine-4-carboxylate